CC(C(CCCCC)=O)=O octane-2,3-dione